6-({4-[(1-Methyl-2-oxopyridin-3-yl)amino]-5-(methylcarbamoyl)pyridin-2-yl}amino)pyridine-3-carboxylic acid CN1C(C(=CC=C1)NC1=CC(=NC=C1C(NC)=O)NC1=CC=C(C=N1)C(=O)O)=O